C(C1=CC=CC=C1)SC1=CC(=C(C=C1)NC1=NC=C(C(=N1)Cl)C(F)(F)F)C N-(4-benzylsulfanyl-2-methyl-phenyl)-4-chloro-5-(trifluoromethyl)pyrimidine-amine